CC1=CC=C(C=C1)S(=O)(=O)OCC1CCC(CC1)(F)F (4,4-difluorocyclohexyl)methyl 4-methylbenzenesulfonate